C(C)(CC)C1=C(C(=O)N)C=CC=C1 sec-butylbenzamide